(2S,5S)-5-(2-chlorophenyl)-1-(3,5-dimethoxybenzoyl)pyrrolidine-2-carboxylic acid ClC1=C(C=CC=C1)[C@@H]1CC[C@H](N1C(C1=CC(=CC(=C1)OC)OC)=O)C(=O)O